5-(difluoromethyl)-7-fluoro-2,3-dihydro-1H-inden-1-one FC(C=1C=C2CCC(C2=C(C1)F)=O)F